C[C@@H]1N(CC[C@@H](C1)OC1=NC(=NC=C1)COC1=C(C=C(C(=C1)F)F)F)CC1=NC2=C(N1C[C@H]1OCC1)C=C(C=C2)C(=O)O 2-{[(2S,4S)-2-methyl-4-({2-[(2,4,5-trifluorophenoxy)methyl]pyrimidin-4-yl}oxy)piperidin-1-yl]methyl}-1-{[(2S)-oxetan-2-yl]methyl}-1H-1,3-benzodiazole-6-carboxylic acid